CN1C(N2C(CC1)CCCC2)=O 2-methyloctahydro-1H-pyrido[1,2-c]pyrimidin-1-one